1-(2,3-dihydro-1-phenyl-2-oxo-1H-indol-3-yl)-3-(methoxycarbonyl)-pyridine bromonium salt [BrH2+].C1(=CC=CC=C1)N1C(C(C2=CC=CC=C12)N1CC(=CC=C1)C(=O)OC)=O